C(#N)C1=CC=C(CCN[C@H](C(=O)NC=2C=NC(=NC2)C=2C=NN(C2)C)C2=CC=CC=C2)C=C1 |r| (S)- and (R)-2-((4-cyanophenethyl)amino)-N-(2-(1-methyl-1H-pyrazol-4-yl)pyrimidin-5-yl)-2-phenylacetamide